CC1=C(OC2=C(C(=O)NC=3C=NNC(C3)=O)C=CC(=C2)C(F)(F)F)C=CC(=C1)OC(F)(F)F 2-(2-Methyl-4-(trifluoromethoxy)phenoxy)-N-(6-oxo-1,6-dihydropyridazin-4-yl)-4-(trifluoromethyl)benzamide